N-methyl-N-isopropyl-sulfamoyl chloride CN(S(=O)(=O)Cl)C(C)C